1,4-bis(p-aminobenzyl)piperazine NC1=CC=C(CN2CCN(CC2)CC2=CC=C(C=C2)N)C=C1